(phenyl)(phenyldimethylfluorenylaminobiphenyl) C1(=CC=CC=C1)C1=C(C(=C(C(=C1C1=CC=CC=C1)NC1=CC=CC=2C3=CC=CC=C3CC12)C)C)C1=CC=CC=C1